Tetrahydro-1H-cyclopenta[c]furan-5(3H)-one C1OCC2C1CC(C2)=O